5-chloro-1,3-difluoro-2-nitrobenzene ClC=1C=C(C(=C(C1)F)[N+](=O)[O-])F